2-amino-6-bromopyridine NC1=NC(=CC=C1)Br